N-[1-[(2R,3S,5R)-5-[[bis(4-methoxyphenyl)-phenyl-methoxy]methyl]-4-[tert-butyl(dimethyl)silyl]oxy-3-hydroxy-tetrahydrofuran-2-yl]-2-oxo-pyrimidin-4-yl]benzamide COC1=CC=C(C=C1)C(OC[C@@H]1C([C@@H]([C@@H](O1)N1C(N=C(C=C1)NC(C1=CC=CC=C1)=O)=O)O)O[Si](C)(C)C(C)(C)C)(C1=CC=CC=C1)C1=CC=C(C=C1)OC